NC1=C(C=C(C=C1F)Br)N1C(CC[C@H]1CO)=O (S)-1-(2-amino-5-bromo-3-fluorophenyl)-5-(hydroxymethyl)pyrrolidin-2-one